21-(6-((4-amino-3-(2-aminobenzo[d]oxazol-5-yl)-1H-pyrazolo[3,4-d]pyrimidin-1-yl)methyl)-3,4-dihydroisoquinolin-2(1H)-yl)-1-(piperazin-1-yl)3,6,9,12,15,18-hexaoxahenicosan-21-one NC1=C2C(=NC=N1)N(N=C2C=2C=CC1=C(N=C(O1)N)C2)CC=2C=C1CCN(CC1=CC2)C(CCOCCOCCOCCOCCOCCOCCN2CCNCC2)=O